FC(OC=1C=C(C=CC1F)C1=CN=C2C(=N1)N(N=C2)CC(=O)N2CC(C2)F)F 2-[6-[3-(Difluoromethoxy)-4-fluoro-phenyl]pyrazolo[3,4-b]pyrazin-1-yl]-1-(3-fluoroazetidin-1-yl)ethanone